C(C)N1CC2(CC2)[C@H]1COC1=C(N(N=C1)C)C1=CC=2N(C=C1)N=C(C2)NC(=O)C2CC2 (S)-N-[5-[4-[(5-ethyl-5-azaspiro[2.3]hexan-6-yl)methoxy]-2-methyl-pyrazol-3-yl]pyrazolo[1,5-a]pyridin-2-yl]cyclopropanecarboxamide